[F-].C1(=C(C=CC=C1)[NH3+])[NH3+].[F-] phenylenediaminium, fluoride salt